C(CC)[Si](O[Si](CCC)(CCC)CCC)(CCC)CCC Hexapropyl-disiloxane